2-[4-[3-fluoro-4-(2-methyl-3,4,5-trifluorophenyl)phenyl]cyclohex-3-en-1-yl]-5-propyltetrahydropyran FC=1C=C(C=CC1C1=C(C(=C(C(=C1)F)F)F)C)C1=CCC(CC1)C1OCC(CC1)CCC